2-[(7S)-4-azaspiro[2.5]octan-7-yl]thiazolo[3,2-a]pyrimidin-5-one C1CC12NCC[C@@H](C2)C2=CN1C(=NC=CC1=O)S2